C(C(=O)C)(=O)O.N[C@@H](CC1=CNC2=CC=CC=C12)C(=O)O tryptophan Pyruvate